O=C1NC(CCC1C1=CC=C(C=C1)C1=CC=C(C=C1)CCCCC=1C=C2C(=NC=NN2C1)C1=CC(=C(C=C1)CNC(OC(C)(C)C)=O)C)=O tert-butyl N-[[4-[6-[4-[4-[4-(2,6-dioxo-3-piperidyl)phenyl]phenyl]butyl]pyrrolo[2,1-f][1,2,4]triazin-4-yl]-2-methyl-phenyl]methyl]carbamate